(S)-6-(4-methylbenzyl)-3-phenyl-1-tosyl-1,4,5,6-tetrahydropyridazine CC1=CC=C(C[C@@H]2CCC(=NN2S(=O)(=O)C2=CC=C(C)C=C2)C2=CC=CC=C2)C=C1